CS(=O)(=O)C=1C=CC=2N(C1)N=CC2 6-methanesulfonylpyrazolo[1,5-a]pyridine